N1(CCNCC1)CCCN 3-piperazin-1-yl-propan-1-amine